CC1([C@H]2CNC([C@@H]12)=O)C (1R,5S)-6,6-dimethyl-3-azabicyclo[3.1.0]hexan-2-one